(6-bromo-7-methylimidazo[1,2-a]pyrimidin-3-yl)[(3S,4S)-4-(3,4-dihydroisoquinolin-2(1H)-yl)-3-hydroxypiperidin-1-yl]methanone BrC=1C(=NC=2N(C1)C(=CN2)C(=O)N2C[C@@H]([C@H](CC2)N2CC1=CC=CC=C1CC2)O)C